ClC1=NC(=NC(=N1)C1=CC=CC=C1)C(C(N)C1=NC(=NC(=N1)Cl)C1=CC=CC=C1)N bis(4-chloro-6-phenyl-1,3,5-triazin-2-yl)ethane-1,2-diamine